FC1=CC=C(C=C1)[C@H](C)C1=C(N=C(N=N1)C)N[C@H]1CNCC1 6-((S)-1-(4-fluorophenyl)ethyl)-3-methyl-N-((R)-pyrrolidin-3-yl)-1,2,4-triazin-5-amine